C1(CC1)C1=CC(=NN1C(=O)OC(C)(C)C)NC(C(C)C=1C=NN(C1)C=1N=C(SC1)C(F)F)=O tert-butyl 5-cyclopropyl-3-[2-{1-[2-(difluoro methyl)-1,3-thiazol-4-yl]-1H-pyrazol-4-yl} propanamido]-1H-pyrazole-1-carboxylate